C(C)NC(O[C@@H]1CC[C@H](CC1)C(N(C[C@@H]1CC[C@H](CC1)C1=NC(=C(C=C1)OC)C)C1=NC=CC(=C1)C=1C=NN(C1)C(C)C)=O)=O trans-4-((4-(1-Isopropyl-1H-pyrazol-4-yl)pyridin-2-yl)((trans-4-(5-methoxy-6-methylpyridin-2-yl)cyclohexyl)methyl)carbamoyl)cyclohexyl ethylcarbamate